NC1=C2N=CN(C2=NC=N1)C1C(C(C(O1)C(=O)NCCCNC(=O)NC1=CC=CC=C1)O)O 5-(6-amino-9H-purin-9-yl)-3,4-dihydroxy-N-(3-(3-phenylureido)propyl)tetrahydrofuran-2-carboxamide